C(C)OC(C(C)C=1CC(C=CC1)(C1=CC=C(C=C1)NC(C)=O)C1=C2CCN(CC2=CC=C1)C(C1=CC=C(C=C1)OC)=O)=O 3-(2-(4-Methoxybenzoyl)-1,2,3,4-tetrahydroisoquinolin-5-yl)-3-(4-acetamidophenyl)phenylpropionic acid ethyl ester